FC(C(=O)C=1OC=CC1)(F)F 2,2,2-trifluoro-1-(2-furyl)ethanone